Diazaxanthen N1=NC=CC=2OC3=CC=CC=C3CC12